C(C)(=O)NNC(=O)C12CC(CC(N1C(=O)NC1=CC(=C(C=C1)C(F)(F)F)N1N=CC(=N1)Cl)C2)C 1-(2-acetylhydrazine-1-carbonyl)-N-(3-(4-chloro-2H-1,2,3-triazol-2-yl)-4-(trifluoromethyl)phenyl)-3-methyl-6-azabicyclo[3.1.1]heptane-6-carboxamide